C(C)(C)N1N=NC=2C=CC=3C=NC(=NC3C21)NC2=NC=C(C=C2)N2CCN(CC2)C 1-Isopropyl-N-(5-(4-methylpiperazin-1-yl)pyridin-2-yl)-1H-[1,2,3]triazolo[4,5-h]quinazolin-8-amine